alpha-methyl-p-isopropylphenyl-propionaldehyde CC(C=O)(C)C1=CC=C(C=C1)C(C)C